2-(4-bromophenyl)-9-phenyl-9H-carbazole BrC1=CC=C(C=C1)C1=CC=2N(C3=CC=CC=C3C2C=C1)C1=CC=CC=C1